3-(dimethyln-propylsilyl)-1-propene C[Si](CC=C)(CCC)C